C(CCC)C1(CC=NO1)C 5-butyl-5-methyl-4,5-dihydroisoxazole